2-((4-Methoxybenzyl)oxy)-N-(2,3,5,6-tetrafluoro-3'-(trifluoromethoxy)-[1,1'-biphenyl]-4-yl)pyrazolo[1,5-a]pyridine-3-carboxamide COC1=CC=C(COC2=NN3C(C=CC=C3)=C2C(=O)NC2=C(C(=C(C(=C2F)F)C2=CC(=CC=C2)OC(F)(F)F)F)F)C=C1